[18F][C@H](C=O)[C@@H](O)[C@H](O)[C@H](O)CO 2-[18F]fluoro-2-deoxy-D-mannose